FC(C=1N=C(NC(C1)=O)C=1C(=C(CNC(=O)[C@@H]2C[C@H](C2)OCC2=CC(=CC=C2)F)C=CC1C(F)(F)F)F)F trans-N-{3-[4-(difluoromethyl)-6-oxo-1,6-dihydropyrimidin-2-yl]-2-fluoro-4-(trifluoromethyl)benzyl}-3-[(3-fluorobenzyl)oxy]cyclobutane-1-carboxamide